CC(CC(SCCCCO)=O)C S-(4-hydroxybutyl) 3-methylbutanethioate